C(=CC)N1CCC(CC1)C1=CNC=2N=CN=C(C21)C2=CC(=C(CNC(C1=CC=C(C=C1)C(C)(C)C)=O)C=C2)F N-(4-(5-(1-propenylpiperidin-4-yl)-7H-pyrrolo[2,3-d]pyrimidin-4-yl)-2-fluorobenzyl)-4-(tert-butyl)benzamide